2-(2-(2-((3-(2-oxoindolin-6-yl)pyridin-2-yl)amino)ethoxy)ethyl)acetamide methyl-{(1R,5S,6S)-3-[2-chloro-6-(trifluoromethyl)pyrimidin-4-yl]-3-azabicyclo[3.1.0]hex-6-yl}acetate COC(CC1[C@@H]2CN(C[C@H]12)C1=NC(=NC(=C1)C(F)(F)F)Cl)=O.O=C1NC2=CC(=CC=C2C1)C=1C(=NC=CC1)NCCOCCCC(=O)N